ClC=1C=CC=2N=CN=C(C2N1)NC1=CC(=C(C=C1)OCC(F)F)Cl 6-chloro-N-[3-chloro-4-(2,2-difluoroethoxy)phenyl]pyrido[3,2-d]pyrimidin-4-amine